ClC=1C=NC(=NC1)C1=CC(=C2C=CC(=NC2=C1)C)C1(CC1)NC(=O)C=1C=C(OC[C@H]2N(CC2)C(=O)OC(C)(C)C)C=CC1C tert-Butyl (S)-2-((3-((1-(7-(5-chloropyrimidin-2-yl)-2-methylquinolin-5-yl) cyclopropyl)carbamoyl)-4-methylphenoxy)methyl)azetidine-1-carboxylate